CC1=C(OC2=C(C1=O)C=C(C=C2[C@@H](C)NC2=C(C=CC=C2)[N+](=O)[O-])C)C2=CC=CC=C2 3,6-dimethyl-8-[(1R)-1-(2-nitroanilino)ethyl]-2-phenyl-benzopyran-4-one